OCCCCC hydroxypentan